Methyl 6-(2-carbamoyl-4-(trifluoromethyl) phenyl)-3-chloropicolinate C(N)(=O)C1=C(C=CC(=C1)C(F)(F)F)C1=CC=C(C(=N1)C(=O)OC)Cl